OC1=C(C=CC=C1)CC(=O)NC=1C=C(C(=O)O)C=CC1 3-[[2-(2-hydroxyphenyl)acetyl]amino]benzoic acid